OCC(COC(CC(C)=O)=O)(COC(CC(C)=O)=O)COC(CC(C)=O)=O (E)-3-oxobutanoic acid [2-(hydroxymethyl)-3-(3-oxobutanoyloxy)-2-(3-oxobutanoyloxymethyl) propyl] ester